4,4-divinylbenzene C(=C)C1(CC=CC=C1)C=C